O=C1NC(CCC1NC=1C=C(C(=O)N2CCN(CC2)CC2CCNCC2)C=CC1)=O 4-((4-(3-((2,6-dioxopiperidin-3-yl)amino)benzoyl)piperazin-1-yl)methyl)piperidin